N-[3-(phenylsulfonyloxy)phenyl]-N'-[3-(p-xylenesulfonyloxy)phenyl]urea C1(=CC=CC=C1)S(=O)(=O)OC=1C=C(C=CC1)NC(=O)NC1=CC(=CC=C1)OS(=O)(=O)C1(CC=C(C=C1)C)C